(R)-2-(2-((3'-(1-aminoethyl)-5-(3-oxa-9-azaspiro[5.5]undec-9-yl)-[1,1'-biphenyl]-3-yl)methoxy)phenyl)acetic acid N[C@H](C)C=1C=C(C=CC1)C1=CC(=CC(=C1)N1CCC2(CCOCC2)CC1)COC1=C(C=CC=C1)CC(=O)O